isobutoxyethyl (3-ethyl-3-oxetanylmethyl) ether C(C)C1(COC1)COCCOCC(C)C